[Na].CC1=C2C(C(=O)NC2=O)=CC=C1 methyl-phthalimide sodium salt